O[C@H](C)[C@]12OCC3=C(N1C(CC2)=O)C=CC=C3 (S)-3a-((R)-1-hydroxyethyl)-3,3a-dihydro-5H-benzo[d]pyrrolo[2,1-b][1,3]oxazin-1(2H)-one